(R)-cycloheptyl-(3-(3-cyclopropyl-1,2,4-thiadiazol-5-yl)-8-methyl-5,6-dihydro-[1,2,4]triazolo[4,3-a]pyrazin-7(8H)-yl)methanone C1(CCCCCC1)C(=O)N1[C@@H](C=2N(CC1)C(=NN2)C2=NC(=NS2)C2CC2)C